N1=CC=CC2=CC=C(C=C12)NS(=O)(=O)C1=NC=CC=C1 N-(quinolin-7-yl)pyridine-2-sulfonamide